FC(CC[SiH]1O[SiH2]O[SiH2]O[SiH2]O1)(F)F Tri-fluoropropyl-Cyclotetrasiloxane